2-dimethylamino-2-(4-methylbenzyl)-1-(4-morpholinyl-phenyl)-1-butanone CN(C(C(=O)C1=CC=C(C=C1)N1CCOCC1)(CC)CC1=CC=C(C=C1)C)C